3-(2-(4-(5-((1H-tetrazol-5-yl)methoxy)-2,4-difluorophenyl)piperazin-1-yl)ethyl)-5-amino-8-(furan-2-yl)thiazolo[5,4-e][1,2,4]triazolo[1,5-c]pyrimidin-2(3H)-one N1N=NN=C1COC=1C(=CC(=C(C1)N1CCN(CC1)CCN1C(SC=2C=3N(C(=NC21)N)N=C(N3)C=3OC=CC3)=O)F)F